6-methyl-[1,2,4]triazolo[1,5-a]pyridin-7-ol CC=1C(=CC=2N(C1)N=CN2)O